2,3,4,5,6-pentafluorobenzenesulfonamide FC1=C(C(=C(C(=C1F)F)F)F)S(=O)(=O)N